COC=1C=C(C=C(C1OC)[N+](=O)[O-])\C(=C(/C#N)\C1=NC=NC=C1)\O (E)-3-(3,4-dimethoxy-5-nitrophenyl)-3-hydroxy-2-(pyrimidin-4-yl)acrylonitrile